C(=O)(O)C1=CC=C(C=C1)N1N=C(C=C1C(=O)O)C(=O)O (4-carboxyphenyl)1H-pyrazole-3,5-dicarboxylic acid